C(CCCCCCCCC)C1=NC2=C3N=C(C=CC3=CC=C2C=C1)CCCCCCCCCC 2,9-didecyl-1,10-phenanthroline